FC1=C2C(=NC(=C1)OC)NC(=C2)C(=O)O 4-fluoro-6-methoxy-1H-pyrrolo[2,3-b]Pyridine-2-carboxylic acid